C(C)(C)(C)OC(=O)N1C(C2=CC=C(C=C2CC1)S(=O)(=O)C)C(=O)OCC 6-(methylsulfonyl)-3,4-dihydroisoquinoline-1,2(1H)-dicarboxylic acid 1-ethyl ester 2-tert-butyl ester